ClCC=1C=C(C=C(C1)C=O)C=O 5-(chloromethyl)benzene-1,3-dicarboxaldehyde